1-(1-hydroxylbutyl)ethane-1-one OC(CCC)C(C)=O